1-(2-fluorophenyl)propan-1-amine FC1=C(C=CC=C1)C(CC)N